2-(4-(1H-pyrazole-4-carbonyl)piperazin-1-yl)-N-(5-(4-fluorophenoxy)pyridin-2-yl)propanamide N1N=CC(=C1)C(=O)N1CCN(CC1)C(C(=O)NC1=NC=C(C=C1)OC1=CC=C(C=C1)F)C